C(C)OC(C[C@H](C)O)=O 3(S)-hydroxyl-butyric acid ethyl ester